C1(CCCC1)CC1=C(C2=C(C=3C(=NNC3C=C2)F)CCC1)C1=CC=C(C=C1)N1CCC(CC1)CN1CCN(CC1)C=1C=C2CN(C(C2=CC1)=O)[C@@H]1C(NC(CC1)=O)=O (S)-3-(5-(4-((1-(4-(7-(cyclopentylmethyl)-1-fluoro-3,8,9,10-tetrahydrocyclohepta[e]indazol-6-yl)phenyl)piperidin-4-yl)methyl)piperazin-1-yl)-1-oxoisoindolin-2-yl)piperidine-2,6-dione